CC1=C(C[N+](C)(C)C)C(=CC=C1)C (2,6-dimethylbenzyl)trimethylammonium